4-(bromo-methyl)-2-methoxy-1-(trifluoro-methyl)benzene BrCC1=CC(=C(C=C1)C(F)(F)F)OC